NCC1=CC=C(C=C1)N1C(=NC=2C1=NC(=CC2)C2=NC=CC=C2)C=2C(=NC=CC2)N 3-(3-(4-(aminomethyl)phenyl)-5-(pyridin-2-yl)-3H-imidazo[4,5-b]pyridin-2-yl)pyridin-2-amine